butyl (3-(cyanomethyl)bicyclo[1.1.1]pentan-1-yl)carbamate C(#N)CC12CC(C1)(C2)NC(OCCCC)=O